C(#N)C1=CC(=C(OCC=2C=C(OC3CCN(CC3)CC3=NC4=C(N3C[C@H]3OCC3)C=C(C=C4C)C(=O)[O-])C=CC2)C=C1)F (S)-2-((4-(3-((4-cyano-2-fluorophenoxy)methyl)phenoxy)piperidin-1-yl)methyl)-4-Methyl-1-(oxetan-2-ylmethyl)-1H-benzo[d]imidazole-6-carboxylate